C(C1=CC=CC=C1)P(C12CC3CC(CC(C1)C3)C2)C23CC1CC(CC(C2)C1)C3 benzyl-diadamantyl-phosphine